C(#N)C1=NC2=CC(=CC(=C2N=C1C1=NN(C=C1)C)[C@@H](C)NC1=C(C(=O)O)C=CC=C1)C (R)-2-((1-(2-cyano-7-methyl-3-(1-methyl-1H-pyrazol-3-yl)quinoxalin-5-yl)ethyl)amino)benzoic acid